C(\C=C\CCC)=O (2E)-2-HEXENAL